[Zn].C1(CCCCC1)NC[Si](OCC)(OCC)OCC N-Cyclohexyl-aminomethyl-triethoxysilan zinc